C(C)(C)(C)OC(=O)N1CCC(CC1)(O)CC1=CC=C(C=C1)Cl 4-[(4-chlorophenyl)methyl]-4-hydroxypiperidine-1-carboxylic acid tert-butyl ester